4-((3-fluoroazetidin-1-yl)methyl)-N-(6-(1-methyl-1H-pyrazol-4-yl)isoquinolin-3-yl)cyclohexane-1-carboxamide monomethylmaleate di-sodium salt [Na+].[Na+].COC(\C=C/C(=O)[O-])=O.FC1CN(C1)CC1CCC(CC1)C(=O)NC=1N=CC2=CC=C(C=C2C1)C=1C=NN(C1)C